ClC=1C=C(C=CC1)C(CO)NC(=O)C=1N=CN(C1)C1=NC(=NC=C1C)NC1CCCCC1 N-(1-(3-chloro-phenyl)-2-hydroxy-ethyl)-1-(2-(cyclohexyl-amino)-5-methyl-pyrimidin-4-yl)-1H-imidazole-4-carboxamide